N1(CCCCC1)C(=O)O.ClC1=CC(=C(C=2N=CSC21)C=2C=NN(C2)C2OCCCC2)F 7-chloro-5-fluoro-4-[1-(oxan-2-yl)pyrazol-4-yl]-1,3-benzothiazole piperidine-1-carboxylate